C(C)(C)C1=CC2=C(SC=C2[2H])C(=C1)C#N 5-isopropylbenzo[b]thiophene-7-carbonitrile-3-d